N1(CCOCC1)C(=O)OC1=NN(C(=C1C)NC(=O)N[C@@H]1CN(C[C@H]1C1=CC(=C(C=C1)F)F)CCOC)C1=CC=CC=C1 5-(3-((3S,4R)-4-(3,4-difluorophenyl)-1-(2-methoxyethyl)pyrrolidin-3-yl)ureido)-4-methyl-1-phenyl-1H-pyrazol-3-yl morpholine-4-carboxylate